ON=C1C=C(OC2=CC(=CC=C12)OC)C=O (4-(hydroxyimino)-7-methoxy-4H-chromen-2-yl)methanone